1,2-diazin-3-ylmethylamine N1=NC(=CC=C1)CN